C(CCCCCCCCC)OC1=CC=C(C=C1)S(=O)(=O)C=1C=NC2=CC=C(C=C2C1N1CCC(CC1)N1CCC(CC1)N1CCOCC1)S(=O)C 4-(1'-(3-((4-(decyloxy)phenyl)sulfonyl)-6-(methylsulfinyl)quinolin-4-yl)-[1,4'-bipiperidin]-4-yl)morpholine